ClC=1C=C(C[C@]2(C[C@H](CC2)NS(=O)(=O)C)C(=O)N)C=CC1C(F)(F)F (1R,3S)-1-(3-chloro-4-(trifluoromethyl)benzyl)-3-(methylsulfonamido)cyclopentane-1-carboxamide